C1(CCCC1)NC1=C2N=CN(C2=NC(=N1)I)[C@H]1[C@@H]([C@@H]([C@@]2(C[C@H]12)CC#N)O)O 2-((1S,2R,3S,4R,5S)-4-(6-(cyclopentylamino)-2-iodo-9H-purin-9-yl)-2,3-dihydroxybicyclo[3.1.0]hexan-1-yl)acetonitrile